2,5-dioxo-3-(prop-2-ynyl)imidazolidin-1-ylmethyl (1R)-cis,trans-2,2-dimethyl-3-(2-methylprop-1-enyl)cyclopropanecarboxylate CC1([C@@H]([C@@H]1C=C(C)C)C(=O)OCN1C(N(CC1=O)CC#C)=O)C